COC1=CC=C(CN(S(=O)(=O)C=2C=C(CCOC3=NC=CC(=C3)C3=C(C(=CC=C3)C(C)C)CC(=O)O)C=C(C2)C(C)(C)O)CC2=CC=C(C=C2)OC)C=C1 2-(2-(2-(3-(N,N-bis(4-methoxybenzyl)sulfamoyl)-5-(2-hydroxypropan-2-yl)-phenethyloxy)pyridin-4-yl)-6-isopropylphenyl)acetic acid